6-cyclopropyl-2-((3-fluoro-2-methoxyphenyl)amino)nicotinonitrile C1(CC1)C1=NC(=C(C#N)C=C1)NC1=C(C(=CC=C1)F)OC